COC(=O)C1=C(SC(=C1C)C(N)=O)NC(=O)C1CCC2=CC=CC=C12 5-Carbamoyl-2-[(indane-1-carbonyl)-amino]-4-methyl-thiophene-3-carboxylic acid methyl ester